2,2-difluoro-1,3-benzodioxol-5-amine FC1(OC2=C(O1)C=CC(=C2)N)F